1-iodo-2,6-dimethyloctane ICC(CCCC(CC)C)C